fluorophosphoric acid dimethyl ester COP(OC)(=O)F